pyrano[4,3-d]thiazol N=1CSC=2C1C=COC2